7-bromo-5-((4-(4-bromophenyl)piperazin-1-yl)methyl)quinolin-8-ol BrC1=CC(=C2C=CC=NC2=C1O)CN1CCN(CC1)C1=CC=C(C=C1)Br